S1C(=NC2=C1C=CC=C2)C(CC2=CC(=CC=C2)\C(\N)=N/O)NS(=O)(=O)C=2C=C(NC(CN(C(OC(C)(C)C)=O)C)=O)C=CC2 tert-butyl N-[2-[3-[[1-(1,3-benzothiazol-2-yl)-2-[3-[(E)-N'-hydroxy carbamimidoyl]phenyl]ethyl]sulfamoyl]anilino]-2-oxo-ethyl]-N-methyl-carbamate